N1(C=NC=C1)C1CN(C1)C(=O)OC(C)(C)C tert-butyl 3-imidazol-1-ylazetidine-1-carboxylate